C(C=NO)=NO glyoxal dioxime